C(C1CO1)OCCCCCCCC[Si](OC)(OC)OC glycidoxyoctyl-trimethoxysilane